P(=O)(O)(O)O.P(=O)(O)(O)O.N1=C(N)N=C(N)N=C1N monomelamine diorthophosphate